C(CCCC)(=O)OCC(=O)NCC1=CC(=C(C=C1)O)OC 2-((4-hydroxy-3-methoxy-benzyl) amino)-2-oxoethyl valerate